C1(=CC=CC=C1)N(C=1C2(C3=CC4=CC(=CC=C4C3=CC1)N(C1=CC=CC=C1)C1=CC=CC=C1)C(=CC=C1C3=CC=C(C=C3C=C12)N(C1=CC=CC=C1)C1=CC=CC=C1)N(C1=CC=CC=C1)C1=CC=CC=C1)C1=CC=CC=C1 2,2',7,7'-tetrakis-(diphenylamino)-spirobifluorene